propan-1-sulfonic acid sodium salt [Na+].C(CC)S(=O)(=O)[O-]